octaneNoyl peroxide C(C=CCCCCC)(=O)OOC(C=CCCCCC)=O